CN(C=1C=C2CN(C(C2=CC1)=O)C1C(NC(CC1)=O)=O)[C@H]1[C@H](CCC1)N1CCCCC1 3-(5-(methyl-((1r,2s)-2-(piperidin-1-yl)cyclopentyl)amino)-1-oxoisoindolin-2-yl)piperidine-2,6-dione